C(C)(C)(C)OC(=O)N1CC(CC1)(C1=CC=NC=C1)CC.COC1(CNCC1)C1N(CCCC1)C 2-(3-methoxypyrrolidin-3-yl)-1-methyl-piperidine tert-butyl-3-ethyl-3-(4-pyridyl)pyrrolidine-1-carboxylate